methylbenzenesulfonyl-benzene CC1=C(C=CC=C1)S(=O)(=O)C1=CC=CC=C1